2-(6-bromoisoquinolin-1-yl)propan-2-ol BrC=1C=C2C=CN=C(C2=CC1)C(C)(C)O